1-amino-2-(3-hydroxy-2,6-dimethylphenyl)-4-methyl-7-(1-methyl-1H-pyrazol-4-yl)-2,8-dihydro-9H-2,3,5,8-tetraazabenzo[cd]azulene-9-one NC=1N(C2=C3C(C=C(NC(C13)=O)C=1C=NN(C1)C)=NC(=N2)C)C2=C(C(=CC=C2C)O)C